(S)-1-((R or S)-1-(2-((R or S)-Amino(4,4-difluorocyclohexyl)methyl)-4-fluorobenzo[d]oxazol-5-yl)-2-methoxyethyl)-4-(trifluoromethyl)imidazolidin-2-one N[C@@H](C=1OC2=C(N1)C(=C(C=C2)[C@H](COC)N2C(N[C@@H](C2)C(F)(F)F)=O)F)C2CCC(CC2)(F)F |o1:1,11|